4'-bromo-10,10-dimethyl-10H-spiro(anthracene-9,9'-fluorene) BrC1=CC=CC=2C3(C4=CC=CC=C4C12)C1=CC=CC=C1C(C=1C=CC=CC13)(C)C